NC1=C(C=C(N=N1)C1=C(C=CC=C1)O)N1CC2CCC(C1)N2C2=CC(=NC=C2)C#CCN2CC1(C2)CCOCC1 2-[6-amino-5-[8-[2-[3-(7-oxa-2-azaspiro[3.5]nonan-2-yl)prop-1-ynyl]-4-pyridyl]-3,8-diazabicyclo[3.2.1]octan-3-yl]pyridazin-3-yl]phenol